C(C1=CC=CC=C1)(C1=CC=CC=C1)[C@@H]1N2CCC(C1=NCC1=C(C=CC(=C1)C(C)(C)C)OC)CC2 (2S,3S)-2-benzhydryl-N-(5-tert-butyl-2-methoxybenzyl)quinuclidin-3-imine